C1(=CC=CC=C1)C1=C(C=CC=C1)C=1C(=CC=CC1)C1=CC=CC=C1 Phenyl-terphenyl